O1CCC(=CC1)C1=C2CN(C(C2=CC=C1)=O)C=1C=CC=C2C(=CNC12)C1=NC(=NC=C1C)NC1=NN(C(=C1)C)C 4-(3,6-dihydro-2H-pyran-4-yl)-2-(3-(2-((1,5-dimethyl-1H-pyrazol-3-yl)amino)-5-methylpyrimidin-4-yl)-1H-indol-7-yl)isoindolin-1-one